C(C)(=O)OCCOC1=NC2=C(C=3C=C(C(=CC13)F)F)C(COC2)NC 2-((8,9-difluoro-1-(methylamino)-1,4-dihydro-2H-pyrano[3,4-c]isoquinolin-6-yl)oxy)ethyl acetate